C1CC12CN[C@H](C2)C#CC=2C=NC=CC2C2=C(C=1C(NCCC1N2)=O)NC2=C(C(=CC=C2)F)OC 2-(3-{2-[(6R)-5-azaspiro[2.4]heptan-6-yl]ethynyl}pyridin-4-yl)-3-[(3-fluoro-2-methoxyphenyl)amino]-1H,5H,6H,7H-pyrrolo[3,2-c]pyridin-4-one